CC1=CC=CC(=N1)CNCCCCNC(OC(C)(C)C)=O tert-butyl (4-(((6-methylpyridin-2-yl)methyl)amino)butyl)carbamate